2,6-dihydroxy-N,N-bis(2-hydroxyethyl)-5'-methyl-4-pentyl-2'-(prop-1-en-2-yl)-[1,1'-biphenyl]-3-carboxamide OC1=C(C(=CC(=C1C(=O)N(CCO)CCO)CCCCC)O)C1=C(C=CC(=C1)C)C(=C)C